C1(CC1)C=1C=CC=2N(C1)C=C(N2)[C@@H]2N(C[C@H](C2)O)C(=O)OCC2=CC=CC=C2 benzyl (2R,4S)-2-(6-cyclopropylimidazo[1,2-a]pyridin-2-yl)-4-hydroxypyrrolidine-1-carboxylate